FC1=C(C=C(C=C1[Si](CC)(CC)CC)OC)[Si](CC)(CC)CC (2-fluoro-5-methoxy-1,3-phenylene)bis(triethylsilane)